tert-butyl ((7-bromo-1-isopropyl-4-oxo-1,4-dihydroquinolin-2-yl)methyl)carbamate BrC1=CC=C2C(C=C(N(C2=C1)C(C)C)CNC(OC(C)(C)C)=O)=O